5-(4-{2-[4-(3-{4-chloro-3-ethyl-1H-pyrrolo[2,3-b]pyridin-3-yl}phenyl)-3-oxopiperazin-1-yl]-2-oxoethoxy}piperidin-1-yl)-2-(2,6-dioxopiperidin-3-yl)isoindole-1,3-dione ClC1=C2C(=NC=C1)NCC2(CC)C=2C=C(C=CC2)N2C(CN(CC2)C(COC2CCN(CC2)C=2C=C1C(N(C(C1=CC2)=O)C2C(NC(CC2)=O)=O)=O)=O)=O